6-({2-[2-(2-aminoethoxy)ethoxy]ethyl}amino)-1H-benzo[de]isoquinoline-1,3(2H)-dione NCCOCCOCCNC=1C=CC=2C(NC(C3=CC=CC1C23)=O)=O